C(C)N1N=C(C(=C1)C=1C=CC=2N(C1)N=NC2C(=O)NC=2C(=NC=C(C2)NC(CN2[C@H](CCC2)C)=O)C)C 6-(1-ethyl-3-methyl-pyrazol-4-yl)-N-[2-methyl-5-[[2-[(2S)-2-methylpyrrolidin-1-yl]acetyl]amino]-3-pyridyl]triazolo[1,5-a]pyridine-3-carboxamide